trans-2-Chloro-5-(2,2-dichloro-3-(4-(pentafluoro-λ6-sulfanyl)phenyl)cyclopropane-1-carboxamido)-N-(2,4-difluorophenyl)benzamide ClC1=C(C(=O)NC2=C(C=C(C=C2)F)F)C=C(C=C1)NC(=O)[C@@H]1C([C@H]1C1=CC=C(C=C1)S(F)(F)(F)(F)F)(Cl)Cl